N-(4-(2-(4-chlorophenyl)-but-3-yn-2-yl)thiazol-2-yl)-3-(hydroxymethyl)-pyrrolidine-1-carboxamide ClC1=CC=C(C=C1)C(C)(C#C)C=1N=C(SC1)NC(=O)N1CC(CC1)CO